C1(CC1)C(=O)N1CC(C1)S(=O)(=O)C1=CC(=CC(=C1)N1CCOCC1)C=1C=NC(=NC1)NC1CC1 cyclopropyl(3-((3-(2-(cyclopropylamino)pyrimidin-5-yl)-5-morpholinophenyl)sulfonyl)azetidin-1-yl)methanone